O1CC(C1)C1=NNC(=N1)C1CC2(CN(C2)C(=O)N2CC3(C2)CC(C3)CC=3C=NC=C(C3)C(F)(F)F)C1 [6-[3-(oxetan-3-yl)-1H-1,2,4-triazol-5-yl]-2-azaspiro[3.3]heptan-2-yl]-[6-[[5-(trifluoromethyl)-3-pyridyl]methyl]-2-azaspiro[3.3]heptan-2-yl]methanone